(S)-(8-(2,3-difluorophenyl)-6-azaspiro[3.4]octan-6-yl)(3-hydroxyisoxazol-5-yl)methanone FC1=C(C=CC=C1F)[C@H]1CN(CC12CCC2)C(=O)C2=CC(=NO2)O